N-(2-chloro-4-nitrophenyl)-5-methylpyrazine-2-carboxamide ClC1=C(C=CC(=C1)[N+](=O)[O-])NC(=O)C1=NC=C(N=C1)C